(methacrylamido)propyl-trimethylammonium chloride [Cl-].C(C(=C)C)(=O)NCCC[N+](C)(C)C